OC1(C(NC2=C(C=C(C=C12)C)C)=O)CC(=O)NC1(CCSCC1)C(=O)O 4-(2-(3-Hydroxy-5,7-dimethyl-2-oxoindolin-3-yl)acetamido)tetrahydro-2H-thiopyran-4-carboxylic acid